[Au]Cl gold (I) chloride